C(CCCC)C1CCC(CC1)C1=CC=C(C=C1)C#C 4-(4-n-pentylcyclohexyl)phenylacetylene